Ethyl-calcium C(C)[Ca]